BrC=1C=C(C=NC1)N1CC2(C1)CN(C2)C 2-(5-bromopyridin-3-yl)-6-methyl-2,6-diazaspiro[3.3]heptane